FC(C(=O)O)(F)F.CC=1C=CC=C2C(NC(=NC12)CSC1CCN(CC1)CC1=C(OCC#N)C=CC=C1)=O 2-(2-((4-(((8-Methyl-4-oxo-3,4-dihydroquinazolin-2-yl)methyl)thio)piperidin-1-yl)methyl)phenoxy)acetonitrile trifluoroacetate